CN1[C@@H]([C@H](CC1=O)C(=O)NCCCCCCNS(=O)(=O)C1CCNCC1)C=1C=NC=CC1 (2S,3S)-1-methyl-5-oxo-N-(6-(piperidine-4-sulfonamido)hexyl)-2-(pyridin-3-yl)pyrrolidine-3-carboxamide